(5S)-1-benzoyl-5-(tetrahydropyran-2-yloxy)-piperidine-2,2-dicarboxylic acid diethyl ester C(C)OC(=O)C1(N(C[C@H](CC1)OC1OCCCC1)C(C1=CC=CC=C1)=O)C(=O)OCC